3-(3-(4-(2-(5-((4,6-Difluoro-1H-indol-5-yl)oxy)-2-fluorophenyl)-1H-imidazol-5-yl)-2,6-dimethyltetrahydro-2H-pyran-4-yl)phenyl)propanoic acid FC1=C2C=CNC2=CC(=C1OC=1C=CC(=C(C1)C=1NC(=CN1)C1(CC(OC(C1)C)C)C=1C=C(C=CC1)CCC(=O)O)F)F